2-cyclopropyl-2-(2-((4-fluorobenzyl)thio)-4H-imidazo[4,5-b]pyridin-4-yl)-N-phenylacetamide C1(CC1)C(C(=O)NC1=CC=CC=C1)N1C=2C(=CC=C1)N=C(N2)SCC2=CC=C(C=C2)F